5-Methyl-6-(1-methylbenzimidazol-4-yl)pyrazine-2-carboxamide CC=1N=CC(=NC1C1=CC=CC=2N(C=NC21)C)C(=O)N